2-[4-(2-{[(3R,3aR,6R,6aR)-6-(oxan-2-yloxy)-hexahydrofuro[3,2-b]furan-3-yl]oxy}-6-chloro-1-{[2-(trimethylsilyl)ethoxy]methyl}-1H-imidazo[4,5-b]pyridin-5-yl)phenoxy]ethan-1-amine O1C(CCCC1)O[C@@H]1CO[C@H]2[C@@H]1OC[C@H]2OC=2N(C=1C(=NC(=C(C1)Cl)C1=CC=C(OCCN)C=C1)N2)COCC[Si](C)(C)C